C(#N)C(CCC(=S)O)(C)C(=S)CCCCCCCCCCCC 4-cyano-4-(dodecylthiocarbonyl)thiopentanoic acid